NCCCC1=CC=C(C=C1)S(=O)(=O)[O-] p-aminopropylbenzenesulfonate